2-fluoro-5-((2-(trifluoromethyl)pyridin-3-yl)thio)aniline FC1=C(N)C=C(C=C1)SC=1C(=NC=CC1)C(F)(F)F